7-chloro-6-fluoro-4-oxo-N-[3,3,4,4,4-pentafluoro-but-2-yl]-1-(2,4,6-trifluorophenyl)-1,4-dihydro-1,8-naphthyridine-3-carboxamide ClC1=C(C=C2C(C(=CN(C2=N1)C1=C(C=C(C=C1F)F)F)C(=O)NC(C)C(C(F)(F)F)(F)F)=O)F